S1C=NC2=C1C=C(C=C2)\C=C\2/N=C(NC2=O)N[C@H](CC(C)C)COC2CC2 (4Z)-4-(1,3-Benzothiazol-6-ylmethylene)-2-[[(1R)-1-(cyclopropoxymethyl)-3-methyl-butyl]amino]-1H-imidazol-5-one